2-[[(3R,3aR,6R,6aS)-6-[tert-butyl(diphenyl)silyl]oxy-2,3,3a,5,6,6a-hexahydrofuro[3,2-b]furan-3-yl]oxy]ethanol [Si](C1=CC=CC=C1)(C1=CC=CC=C1)(C(C)(C)C)O[C@@H]1CO[C@H]2[C@@H]1OC[C@H]2OCCO